2-methyl-N-[1-methyl-5-(methylcarbamoyl)pyrazol-3-yl]-5-[4-(2-methylpropyl)pyrazol-1-yl]pyridine-4-carboxamide CC1=NC=C(C(=C1)C(=O)NC1=NN(C(=C1)C(NC)=O)C)N1N=CC(=C1)CC(C)C